CN(C(CCCCCCC)=O)C N,N-dimethylcaprylamide